C12CN(CC(N1)C2)C=2OC1=C(N2)C=C(C=C1C=1SC=CN1)C(C(F)(F)F)OCC#N 2-(1-(2-(3,6-diazabicyclo[3.1.1]heptan-3-yl)-7-(thiazol-2-yl)benzo[d]oxazol-5-yl)-2,2,2-trifluoroethoxy)acetonitrile